CC1(CN(C1)CC1=CC(=C2CN(C(C2=C1)=O)C1=CC(=CC=C1)C1(COC1)[C@@H](C1=NN=CN1C)F)C(F)(F)F)C (S)-6-((3,3-dimethylazetidin-1-yl)methyl)-2-(3-(3-(fluoro(4-methyl-4H-1,2,4-triazol-3-yl)methyl)oxetan-3-yl)phenyl)-4-(trifluoromethyl)isoindolin-1-one